CN1CCN(CC1)C(=O)OC1=C(C(=CC(=C1)CCCCC)OC(=O)N1CCN(CC1)C)[C@H]1[C@@H](CCC(=C1)C)C(=C)C (1'R,2'R)-5'-methyl-4-pentyl-2'-(prop-1-en-2-yl)-1',2',3',4'-tetrahydro-[1,1'-biphenyl]-2,6-diyl bis(4-methylpiperazine-1-carboxylate)